C1(=CC=CC=C1)[C@H](C)N[C@@H](C)C1=CC=CC=C1.C(C1=CC=CC=C1)(=O)O benzoic acid-bis[(1S)-1-phenylethyl]amine salt